epoxy-5Z,8Z,11Z-eicosatrienoic acid C1=C(C=C\C=C/CCCCCCCCCCCCCC(=O)O)O1